N[C@H](C(=O)O)C(C)C1=C(C(=CC=C1F)C)C (2S)-2-amino-3-(6-fluoro-2,3-dimethylphenyl)butanoic acid